CC1(CCOCC1)C=O 4-Methyltetrahydro-2H-pyran-4-carboxaldehyde